4-(2-{[1-(3-chloro(2-pyridyl))-isopropyl]amino}pyrimidin-5-yl)pyridine-2-carboxamide ClC=1C(=NC=CC1)C(C)(C)NC1=NC=C(C=N1)C1=CC(=NC=C1)C(=O)N